C(C)C1=C(C(=CC=C1)CC)N1C(C(CC1(C)C)(C1=CC=CC=C1)C)=[Ru-4](=CC1=C(C=CC(=C1)[N+](=O)[O-])OC(C)C)(Cl)Cl (1-(2,6-diethylphenyl)-3,5,5-trimethyl-3-phenylpyrrolidin-2-ylidene)(2-isopropoxy-5-nitrobenzylidene)ruthenium (II) dichloride